methyldichlorosilane C[SiH](Cl)Cl